ethyl 2-fluoro-3-oxo-2-sodiopropanoate FC(C(=O)OCC)(C=O)[Na]